N(CCO)(CCO)CCO.C(CCCCCCCCCCC)OS(=O)(=O)O.C(C)(=O)N(C1=C(C=C(C=C1)C1=CC=C(C=N1)C(=O)NCC=1C=NC=CC1)C#N)C 6-[4-[Acetyl-(methyl)amino]-3-cyano-phenyl]-N-(3-pyridylmethyl)pyridine-3-carboxamide Dodecyl-sulfate triethanolamine salt